4-(2-chloro-6-(3-nitrophenyl)pyridin-4-yl)morpholine ClC1=NC(=CC(=C1)N1CCOCC1)C1=CC(=CC=C1)[N+](=O)[O-]